(2R,4R)-1-(2,3-dichloro-benzyl)-4-((3-fluoro-6-((5-methyl-1H-pyrazol-3-yl)amino)pyridin-2-yl)-methyl)-2-methylpiperidine-4-carboxylic acid ClC1=C(CN2[C@@H](C[C@@](CC2)(C(=O)O)CC2=NC(=CC=C2F)NC2=NNC(=C2)C)C)C=CC=C1Cl